3,4-Dichlorophenyl 3-deoxy-3-[4-(3,4,5-trifluorophenyl)-1H-1,2,3-triazol-1-yl]-α-D-galactopyranosyl Sulfone FC=1C=C(C=C(C1F)F)C=1N=NN(C1)[C@@H]1[C@H]([C@H](O[C@@H]([C@@H]1O)CO)S(=O)(=O)C1=CC(=C(C=C1)Cl)Cl)O